3-Amino-5-bromo-6-fluoro-2,3,4,9-tetrahydro-1H-carbazole NC1CCC=2NC3=CC=C(C(=C3C2C1)Br)F